N-(1-(3-((2-(3-chloro-1-(2-(methylamino)ethyl)-1H-pyrazol-4-yl)pyrimidin-4-yl)amino)-5-isopropylisoquinolin-8-yl)azetidin-3-yl)-N-methyl-methanesulfonamide ClC1=NN(C=C1C1=NC=CC(=N1)NC=1N=CC2=C(C=CC(=C2C1)C(C)C)N1CC(C1)N(S(=O)(=O)C)C)CCNC